benzocyclononane C1=CC=CC2=C1CCCCCCC2